BrCC1CN(C1)C(=O)[O-] 3-(bromomethyl)azetidine-1-carboxylate